FC=1C(=C(C=CC1)NC(C=NO)=O)C N-(3-fluoro-2-methylphenyl)-2-(hydroxyimino)acetamide